C1(=CC=CC=C1)[N-]C(C(C)(C)C)=O N-phenyl-pivaloyl-amide